ClC1=C(C=CC=C1)[C@@H]([C@@H](C)C=1N(C(C(=C(N1)C(=O)NC=1C=NOC1)O)=O)C)N1N=C(C=C1C)C 2-((1r,2r)-1-(2-chlorophenyl)-1-(3,5-dimethyl-1H-pyrazol-1-yl)propan-2-yl)-5-hydroxy-N-(isoxazol-4-yl)-1-methyl-6-oxo-1,6-dihydropyrimidine-4-carboxamide